ClC=1C=CC=C2C(=CC(=NC12)N(C1=CC=C(C=C1)OC(F)(F)F)CCN1CCOCC1)NCCCN1CCCCC1 8-chloro-N2-(2-morpholinoethyl)-N4-(3-(piperidin-1-yl)propyl)-N2-(4-(trifluoromethoxy)phenyl)quinoline-2,4-diamine